[Cl-].C1(CCC1)C[NH+]1C2C3(CCC(C4C3(CC1)C1=C(O4)C(=CC=C1C2)OC(\C=C\C=C\C)=O)O)O 3-(cyclobutylmethyl)-9-(((2E,4E)-hexa-2,4-dienoyl)oxy)-4a,7-dihydroxy-2,3,4,4a,5,6,7,7a-octahydro-1H-4,12-methanobenzofuro[3,2-e]isoquinolin-3-ium chloride